ethyl-(R)-3-hydroxybutyrate C(C)OC(C[C@@H](C)O)=O